N-((5-methyl-6-oxo-1-(4-(trifluoromethyl)phenyl)-1,2,3,4,5,6-hexahydro-1,5-naphthyridin-3-yl)methyl)acetamide CN1C=2CC(CN(C2C=CC1=O)C1=CC=C(C=C1)C(F)(F)F)CNC(C)=O